O=C1CCN(CC1)C1=CC=C(C=C1)C1CC(NC(C1)=O)=O 4-[4-(4-oxo-1-piperidyl)phenyl]piperidine-2,6-dione